(S)-2-[[4-[(3-fluorophenyl)methoxy]phenyl]methylamino]propionamide FC=1C=C(C=CC1)COC1=CC=C(C=C1)CN[C@H](C(=O)N)C